(4S,8R,Z)-5-(benzyloxy)-N'-((tert-butyldimethylsilyl)oxy)-N,1-dimethyl-6-oxo-4,5,6,8-tetrahydro-1H-4,7-methanopyrazolo[3,4-e][1,3]Diazepine-8-carboxamidine C(C1=CC=CC=C1)ON1C(N2[C@H](C3=C([C@H]1C2)C=NN3C)/C(=N/O[Si](C)(C)C(C)(C)C)/NC)=O